N-(5-(ethylthio)-1,3,4-thiadiazol-2-yl)-2-((1-(4-fluorophenyl)-4-oxo-4,5-dihydro-1H-pyrazolo[3,4-d]pyrimidin-6-yl)thio)acetamid C(C)SC1=NN=C(S1)NC(CSC=1NC(C2=C(N1)N(N=C2)C2=CC=C(C=C2)F)=O)=O